FC1=C(C=C(C(=C1)F)F)CC(=O)OC methyl 2,4,5-trifluorophenylacetate